2-Amino-N-[4-fluoro-5-[[5-(2-methoxyethoxy)pyridin-2-yl]carbamoyl]-2-methylphenyl]-1,3-thiazole-5-carboxamide NC=1SC(=CN1)C(=O)NC1=C(C=C(C(=C1)C(NC1=NC=C(C=C1)OCCOC)=O)F)C